2-((6-((5-(difluoromethoxy)-1H-pyrazol-3-yl)amino)-1H-pyrazolo[3,4-b]pyrazin-1-yl)methyl)cyclopropane-1-carbonitrile FC(OC1=CC(=NN1)NC1=CN=C2C(=N1)N(N=C2)CC2C(C2)C#N)F